NC=1C=C(C=C2C=C(N=NC12)NC1=NN2CC(N(CCC2=C1)C(C)C)=O)C=1C=NC=C(C1C)N 2-((8-amino-6-(5-amino-4-methylpyridin-3-yl)cinnolin-3-yl)amino)-6-isopropyl-5,6-dihydro-4H-pyrazolo[1,5-d][1,4]diazepin-7(8H)-one